2-chloro-5-picoline nitrogen [N].ClC1=NC=C(C=C1)C